α-methyl-L-4-Fluorophenylalanine C[C@](CC1=CC=C(C=C1)F)(C(=O)O)N